(S)-5-(3-(2-methyl-5-((5-(trifluoromethyl)pyridin-3-yl)carbamoyl)phenyl)pyrrolidin-1-yl)-N-(oxetan-3-yl)nicotinamide CC1=C(C=C(C=C1)C(NC=1C=NC=C(C1)C(F)(F)F)=O)[C@H]1CN(CC1)C=1C=NC=C(C(=O)NC2COC2)C1